3-(2,6-difluoro-3,5-dimethoxyphenyl)-8-(morpholinomethyl)-1-phenethyl-1,3,4,7-tetrahydro-2H-pyrrolo[3',2':5,6]pyrido[4,3-d]pyrimidine-2-thione FC1=C(C(=C(C=C1OC)OC)F)N1C(N(C2=C(C1)C=NC1=C2C=C(N1)CN1CCOCC1)CCC1=CC=CC=C1)=S